C(C)(=O)NC1=CC=C(C=C1)C(C(=O)O)CC 2-(4-acetamidophenyl)butyric acid